7-methoxy-1,2,3,4-tetrahydroquinoline COC1=CC=C2CCCNC2=C1